C(C)(=O)O.C(C1=CC=CC=C1)NCC(=O)C1=CC(=C(C=C1)O)O 2-benzylamino-3',4'-dihydroxyacetophenone acetate